3-(N-(4-chloro-5-cyano-2-(((1R,2R)-2-hydroxycyclopentyl)oxy)phenyl)sulfamoyl)-4-cyclopropylbenzoic acid ClC1=CC(=C(C=C1C#N)NS(=O)(=O)C=1C=C(C(=O)O)C=CC1C1CC1)O[C@H]1[C@@H](CCC1)O